(2S,3S)-methyl 2-amino-3-hydroxybutyrate hydrochloride Cl.N[C@H](C(=O)OC)[C@H](C)O